4-amino-5-fluoro-1-((2R,4S,5R)-4-hydroxy-5-(hydroxymethyl)tetrahydrofuran-2-yl)pyrimidin-2(1H)-one NC1=NC(N(C=C1F)[C@@H]1O[C@@H]([C@H](C1)O)CO)=O